C(#N)C=1C(=CC(=NC1)NC(=O)N1CCCC2=CC(=C(N=C12)C=O)CN1C(OC=CC=C1)=C=O)N[C@@H]1COC[C@H]1OC N-(5-Cyano-4-(((trans)-4-methoxytetrahydrofuran-3-yl)amino)pyridin-2-yl)-7-formyl-6-((2-carbonyl-1,3-oxazepin-3-yl)methyl)-3,4-dihydro-1,8-naphthyridin-1(2H)-carboxamide